ClC1=CC=C(OC2=CC=C(C=N2)C=2C=C3C=NC=NC3=C(C2)C=2C=C(C=CC2)NC(C=C)=O)C=C1 N-(3-(6-(6-(4-chlorophenoxy)pyridin-3-yl)quinazolin-8-yl)phenyl)acrylamide